CC(C=CCCCC)C(=O)O oct-3-ene-2-carboxylic acid